FC1=CC=C(C=C1)C1=NN2C(COCC23CC3)=C1C1=C3C(=NC(=C1)C)NN=C3 2'-(4-Fluorophenyl)-3'-(6-methyl-1H-pyrazolo[3,4-b]pyridin-4-yl)-4'H,6'H-spiro[cyclopropane-1,7'-pyrazolo[5,1-c][1,4]oxazine]